BrC1=NC=C(C=C1F)CN1CCCCC1 2-bromo-3-fluoro-5-(piperidin-1-ylmethyl)pyridine